tert-butyl 7-(6-chloro-5-(3,5-difluorophenyl)-3-(methoxycarbonyl)pyridazin-4-yl)-1,7-diazaspiro[4.4]nonane-1-carboxylate ClC1=C(C(=C(N=N1)C(=O)OC)N1CC2(CCCN2C(=O)OC(C)(C)C)CC1)C1=CC(=CC(=C1)F)F